1-(4-chloropyridin-2-yl)-N-(1-methyl-1H-indazol-7-yl)-1H-pyrazole-4-sulfonamide ClC1=CC(=NC=C1)N1N=CC(=C1)S(=O)(=O)NC=1C=CC=C2C=NN(C12)C